Cl.COC([C@@H](N)COC([2H])([2H])[2H])=O.FCCN1CC=2N(CC1)N=C(C2C2=CC(=NC=C2)NC(C)=O)C2=CC=C(C=C2)F N-(4-(5-(2-fluoroethyl)-2-(4-fluorophenyl)-4,5,6,7-tetrahydropyrazolo[1,5-a]pyrazin-3-yl)pyridin-2-yl)acetamide methyl-O-(methyl-d3)-L-serinate hydrochloride salt